N,N-dimethyl-4-(1H-phenanthro[9,10-d]imidazole-2-yl)aniline CN(C1=CC=C(C=C1)C1=NC2=C(N1)C1=CC=CC=C1C=1C=CC=CC12)C